FC=1C=C(C=CC1)N\N=C\C=O (E)-2-(2-(3-fluorophenyl)hydrazono)acetaldehyde